N[C@@H]1C=2C(=NC=CC2)CC12CCN(CC2)C=2C(NC(=CN2)SC2=C(C(=CC=C2)Cl)Cl)=O (S)-3-(5-amino-5,7-dihydrospiro[cyclopenta[b]pyridine-6,4'-piperidin]-1'-yl)-6-((2,3-dichlorophenyl)thio)pyrazin-2(1H)-one